C(C)(C)N(CCN(CCN(C(C)C)C(C)C)CCN(C(C)C)C(C)C)C(C)C tris[2-(di-isopropylamino)ethyl]amine